7-Fluoro-1-methyl-2-(4-(methylsulfonyl)phenyl)-6-(1-(1-(oxetan-3-yl)azepan-4-yl)piperidin-4-yl)-1H-benzo[d]imidazol FC1=C(C=CC2=C1N(C(=N2)C2=CC=C(C=C2)S(=O)(=O)C)C)C2CCN(CC2)C2CCN(CCC2)C2COC2